OC=1C2=C(SC1)OCCO2 monohydroxyethylenedioxythiophene